2-((3-(benzyloxy)-6-methylpyridin-2-yl)(hydroxy)methyl)azepane-1-carboxylic acid tert-butyl ester C(C)(C)(C)OC(=O)N1C(CCCCC1)C(O)C1=NC(=CC=C1OCC1=CC=CC=C1)C